N-(2-((2-(dimethylamino)ethyl)(ethyl)amino)-3-fluoro-5-((4-(1-methyl-1H-indol-3-yl)furo[3,2-d]pyrimidin-2-yl)amino)phenyl)acetamide CN(CCN(C1=C(C=C(C=C1F)NC=1N=C(C2=C(N1)C=CO2)C2=CN(C1=CC=CC=C21)C)NC(C)=O)CC)C